N2-(3-methoxy-4-morpholino-phenyl)-N4-[2-(6-methyl-2-pyridyl)pyrimidin-4-yl]pyrimidine-2,4-diamine COC=1C=C(C=CC1N1CCOCC1)NC1=NC=CC(=N1)NC1=NC(=NC=C1)C1=NC(=CC=C1)C